FC(C(=O)NC=1C=C2C(=NC=NC2=CC1N1CCOCC1)NC1=CC(=NC=C1)C1=C(C=CC=C1)F)=C 2-fluoro-N-(4-((2-(2-fluorophenyl)pyridin-4-yl)amino)-7-morpholinoquinazolin-6-yl)acrylamide